Butyl [2-[(1-amino-2-naphthyl)amino]ethyl]carbamate NC1=C(C=CC2=CC=CC=C12)NCCNC(OCCCC)=O